N-(4-(5-(2-(4,4-difluoropiperidin-1-yl)-6-methylpyrimidin-4-yl)-1,3,4-thiadiazol-2-yl)-3-(6-azaspiro[2.5]octane-6-yl)phenyl)-2-hydroxyethane-1-sulfonamide FC1(CCN(CC1)C1=NC(=CC(=N1)C1=NN=C(S1)C1=C(C=C(C=C1)NS(=O)(=O)CCO)N1CCC2(CC2)CC1)C)F